NC1=C2C(=NC=N1)N(N=C2C2=CC=C(C=C2)CNC(C2=C(C=CC(=C2)F)OC)=O)C[C@@H]2[C@@H](CCCC2)CN(C(=O)N2N=CN=C2)C N-(((1R,2S)-2-((4-amino-3-(4-((5-fluoro-2-methoxybenzamido)methyl)phenyl)-1H-pyrazolo[3,4-d]pyrimidin-1-yl)methyl)cyclohexyl)methyl)-N-methyl-1H-1,2,4-triazole-1-carboxamide